N-{5-[(5-tert-butylisoxazol-3-yl)carbamoyl]-2-methylphenyl}-1-methyl-1H-imidazole-5-carboxamide C(C)(C)(C)C1=CC(=NO1)NC(=O)C=1C=CC(=C(C1)NC(=O)C1=CN=CN1C)C